tert-butyl 4-((2R)-7-(2,6-dioxopiperidin-3-yl)-1,2,3,4-tetrahydronaphthalen-2-yl)piperazine-1-carboxylate O=C1NC(CCC1C1=CC=C2CC[C@H](CC2=C1)N1CCN(CC1)C(=O)OC(C)(C)C)=O